(S)-N-(3-chloro-4-(4-(piperidine-2-carbonyl)piperazine-1-carbonyl)phenyl)-5-(4-(cyanomethoxy)-2,3-difluorophenyl)-1-methyl-1H-imidazole-2-carboxamide formate C(=O)O.ClC=1C=C(C=CC1C(=O)N1CCN(CC1)C(=O)[C@H]1NCCCC1)NC(=O)C=1N(C(=CN1)C1=C(C(=C(C=C1)OCC#N)F)F)C